C1(CC1)C1=CC=C(C(N1C1=C(C=C(C=C1)OC)C)=O)C(=O)O 6-cyclopropyl-1-(4-methoxy-2-methyl-phenyl)-2-oxo-pyridine-3-carboxylic acid